benzyl (S)-((7-(chloromethyl)imidazo[1,2-b]pyridazin-2-yl)(cycloheptyl)methyl)carbamate ClCC1=CC=2N(N=C1)C=C(N2)[C@H](C2CCCCCC2)NC(OCC2=CC=CC=C2)=O